(1,10-decandiyldi-1-pyridinyl-4-ylidene)-bis-(1-octanamine) dihydrochloride Cl.Cl.C(CCCCCCCCCN1C=CC(C=C1)=CCCCCCCCN)N1C=CC(C=C1)=CCCCCCCCN